[3-dodecylmercapto]propionate CCC(CCCCCCCCC)SC(C(=O)[O-])C